(R)-4-((1-(3-(difluoromethyl)-2-fluorophenyl)ethyl)amino)-2-methyl-6-(1-(trifluoromethyl)cyclopropyl)-2,6-dihydropyrido[3,4-d]pyridazine-1,7-dione FC(C=1C(=C(C=CC1)[C@@H](C)NC1=NN(C(C=2C1=CN(C(C2)=O)C2(CC2)C(F)(F)F)=O)C)F)F